cyclohexane-1,4-diylbis(methylene) bis(2-methylacrylate) CC(C(=O)OCC1CCC(CC1)COC(C(=C)C)=O)=C